C(C)(=O)N[C@H]1[C@@H](C=CC[C@@H]1NC(=O)C1=CC=C(C=C1)C=C)OC(CC)CC (3R,4R,5S)-4-(acetylamino)-3-(pent-3-yloxy)-5-{[(4-vinylphenyl)carbonyl]Amino}cyclohex-1-ene